CN1CC(=CC2=CC=CC=C12)C=CC1=CCN(C2=CC=CC=C12)CC1=CC=C(C=C1)[N+](=O)[O-] 1-methyl-3-(2-(1-(4-nitrobenzyl)quinoline-4-yl)vinyl)quinoline